N-(2-bromopyrimidin-5-yl)-6-ethoxy-2-methyl-2H-indazole-5-carboxamide BrC1=NC=C(C=N1)NC(=O)C1=CC2=CN(N=C2C=C1OCC)C